2-(6-cyano-1-(2-(4-fluoro-2-methoxyphenyl)-2-((tetrahydro-2H-pyran-4-yl)oxy)ethyl)-5-methyl-2,4-dioxo-1,2-dihydrothieno[2,3-d]pyrimidin-3(4H)-yl)-2-methylpropanoic acid C(#N)C1=C(C2=C(N(C(N(C2=O)C(C(=O)O)(C)C)=O)CC(OC2CCOCC2)C2=C(C=C(C=C2)F)OC)S1)C